FC1=C(C=CC=C1NS(=O)(=O)CCC)C=1N=C(SC1C1=NC(=NC=C1)NC1=CC=C(C=N1)N1CCN(CC1)C(=O)OC(C)(C)C)C tert-butyl 4-{6-[(4-{4-[2-fluoro-3-(propane-1-sulfonamido)phenyl]-2-methyl-1,3-thiazol-5-yl}pyrimidin-2-yl)amino]pyridin-3-yl}piperazine-1-carboxylate